C(N)(O[C@@H](CN1N=C(C=C1)C1=CC=C(C=C1)OC1=NC=C(C=C1F)C1=CC=NN1C1OCCCC1)C(O)C(C)(C)C)=O ((2S)-tert-butyl 1-(3-(4-((3-fluoro-5-(1-(tetrahydro-2H-pyran-2-yl)-1H-pyrazol-5-yl) pyridin-2-yl) oxy) phenyl)-1H-pyrazol-1-yl)-3-hydroxypropan-2-yl) carbamate